Cl.C1(CC1)CN[C@H]1[C@@H](C1)C=1N=C(SC1)C(=O)NC1CCC(CC1)(F)F 4-(trans-2-((cyclopropylmethyl)amino)cyclopropyl)-N-(4,4-difluorocyclohexyl)thiazole-2-carboxamide Hydrochloride